N-[(3-Acetaminophenyl)[4-(propan-2-yl)phenyl]methyl]-4-fluoro-1-[2-(1-methyl-1H-1,2,3-triazol-4-yl)acetyl]pyrrolidine-2-carboxamide N(C(=O)C)C=1C=C(C=CC1)C(NC(=O)C1N(CC(C1)F)C(CC=1N=NN(C1)C)=O)C1=CC=C(C=C1)C(C)C